6,7-difluoro-2-chloro-3-benzimidazolylquinoline FC=1C=C2C=C(C(=NC2=CC1F)Cl)C=1NC2=C(N1)C=CC=C2